NC(C)(C)C1=CC(=NC(=C1)C1=C(C=C(C=C1)F)F)O[C@H]1[C@@H]2CN(C[C@]12C)C(=O)C=1C(=NN(C1)C1=NC=CC=N1)C |o1:19,20,24| rel-((1R,5S,6s)-6-((4-(2-aminopropan-2-yl)-6-(2,4-difluorophenyl)pyridin-2-yl)oxy)-1-methyl-3-azabicyclo[3.1.0]hexan-3-yl)(3-methyl-1-(pyrimidin-2-yl)-1H-pyrazol-4-yl)methanone